(E)-(1-(4-fluorobenzyl)-1H-pyrazol-4-yl)(8-(2-methoxyvinyl)-2-(1-(trifluoromethyl)cyclopropane-1-carbonyl)-2,6-diazaspiro[3.4]octan-6-yl)methanone FC1=CC=C(CN2N=CC(=C2)C(=O)N2CC3(CN(C3)C(=O)C3(CC3)C(F)(F)F)C(C2)\C=C\OC)C=C1